C(C)(C)(C)OC(NC1=C(C=NC=C1)CC=C)=O (3-allylpyridin-4-yl)-carbamic acid tert-butyl ester